N-(2-(3-(Dimethylamino)azetidin-1-yl)-5-(3'-methyl-2'-oxo-2',3'-dihydrospiro[cyclobutane-1,1'-pyrrolo[2,3-c]quinolin]-8'-yl)pyridin-3-yl)-2-methylthiazole-5-sulfonamide CN(C1CN(C1)C1=NC=C(C=C1NS(=O)(=O)C1=CN=C(S1)C)C1=CC=2C3=C(C=NC2C=C1)N(C(C31CCC1)=O)C)C